ClC=1C=C(OCC(=O)NC2CC2)C=C(C1CC1=C(C(=C(C=C1)O)C(C)C)F)CC 2-(3-chloro-5-ethyl-4-(2-fluoro-4-hydroxy-3-isopropylbenzyl)phenoxy)-N-cyclopropylacetamide